CC1=C(NC2=CC(=CC=C12)C(F)(F)F)C(=O)N1CCC(CC1)C=1C=C2CN(C(C2=CC1)=O)C1C(NC(CC1)=O)=O 3-(5-(1-(3-methyl-6-(trifluoromethyl)-1H-indole-2-carbonyl)piperidin-4-yl)-1-oxoisoindolin-2-yl)piperidine-2,6-dione